3-cyano-5-((2,4-dibromothiazol-5-yl)methyl)-N,N-dimethyl-1H-pyrazole-1-carboxamide C(#N)C1=NN(C(=C1)CC1=C(N=C(S1)Br)Br)C(=O)N(C)C